FC=1C=C2C=3C(=NNC(C3C1)=O)C(C(N2)C2=CC=C(C=C2)F)C2=NC=NN2C 5-fluoro-8-(4-fluorophenyl)-9-(1-methyl-1H-1,2,4-triazol-5-yl)-8,9-dihydro-2H-pyrido[4,3,2-de]phthalazin-3(7H)-one